tert-butyl (5-methyl-2-((4-(4-methylpiperazin-1-yl)phenyl)amino)thieno[2,3-d]pyrimidin-4-yl)-D-leucinate CC1=CSC=2N=C(N=C(C21)N[C@H](CC(C)C)C(=O)OC(C)(C)C)NC2=CC=C(C=C2)N2CCN(CC2)C